iso-stearyl isostearate C(CCCCCCCCCCCCCCC(C)C)(=O)OCCCCCCCCCCCCCCCC(C)C